3,5-di-methyl-3-heptanol CC(CC)(CC(CC)C)O